tert-butyl 3-((4-((3-chloro-2-fluorophenyl) amino)-6-nitroquinazolin-7-yl) ethynyl)-3-methylazetidine-1-carboxylate ClC=1C(=C(C=CC1)NC1=NC=NC2=CC(=C(C=C12)[N+](=O)[O-])C#CC1(CN(C1)C(=O)OC(C)(C)C)C)F